CCCCC/C=C/[C@@H](C)CCOS(=O)(=O)[O-] The molecule is an organosulfate oxoanion that is the conjugate base of (3S,4E)-3-methyldec-4-en-1-yl hydrogen sulfate. It has been isolated from Daphnia pulex and has been found to induce morphological changes in the phytoplankton, Scenedesmus gutwinskii. It has a role as a Daphnia pulex metabolite and a kairomone. It is a conjugate base of a (3S,4E)-3-methyldec-4-en-1-yl hydrogen sulfate.